C1(CC1)N1C(=NC2=C1C=C(C(=C2)F)F)N2C=NC=1C=NC(=CC12)C=O 1-(1-cyclopropyl-5,6-difluoro-1H-benzo[d]imidazol-2-yl)-1H-imidazo[4,5-c]pyridine-6-carbaldehyde